2-[6-chloro-5-(trifluoromethyl)-1,3-benzoxazol-2-yl]-L-alaninamide ClC1=CC2=C(N=C(O2)[C@](N)(C)C(=O)N)C=C1C(F)(F)F